ClC=1C2=C(N=C(N1)C1=NC=CC=C1)SC=C2C2=CC=NC=C2 4-chloro-2-(pyridin-2-yl)-5-(pyridin-4-yl)thieno[2,3-d]pyrimidine